[N+](=O)([O-])C=1N(C=CN1)CCOC1=C(C=CC=C1)N1C(N=CC=C1)N 3-(2-(2-(2-nitro-1H-imidazol-1-yl)ethoxy)phenyl)pyrimidin-2-amine